3-[3-[3-(2-dimethylamino-ethylcarbamoyl)phenyl]imidazo[1,2-b]pyridazin-6-yl]benzamide CN(CCNC(=O)C=1C=C(C=CC1)C1=CN=C2N1N=C(C=C2)C=2C=C(C(=O)N)C=CC2)C